COC(C1=CC(=CC(=C1)CO)CO)=O 3,5-dimethylolbenzoic acid methyl ester